ClC1=CC=C(C=C1)C(CO)C 2-(4-Chlorophenyl)propan-1-ol